C1(=CC=CC=C1)C(CC=[Ru](Cl)Cl)C1=CC=CC=C1 3,3-diphenylpropylideneruthenium dichloride